(6-methoxy-2-oxo-1,2-dihydrospiro[benzo[d][1,3]oxazine-4,4'-piperidine]-1'-yl)-4-oxo-N-phenylbut-2-enamine COC1=CC2=C(NC(OC23CCN(CC3)C(C=CC=O)NC3=CC=CC=C3)=O)C=C1